3-[({[8-Methyl-2-(pyridin-2-ylmethyl)-4,5-dihydro-2H-furo[2,3-g]indazol-7-yl]carbonyl}amino)methyl]-1,2-oxazol CC1=C(OC=2CCC3=CN(N=C3C21)CC2=NC=CC=C2)C(=O)NCC2=NOC=C2